(S)-tert-butyl (3S)-3-aminopiperidine-1-carboxylate N[C@@H]1CN(CCC1)C(=O)OC(C)(C)C